5-((3-azidopropoxy)methyl)-2-((9,9-difluoro-9H-fluorene-3-carbonyl)glycyl)-2-azabicyclo[3.1.0]hexane-3-carboxylic acid N(=[N+]=[N-])CCCOCC12CC(N(C2C1)C(CNC(=O)C=1C=CC=2C(C3=CC=CC=C3C2C1)(F)F)=O)C(=O)O